N1CC(CC(C1)=O)=O piperidine-3,5-dione